(3S)-tert-butyl 3-methyl-6-(2-(2-methyl-2-azabicyclo[2.2.1]heptan-4-yl)benzo[d]thiazol-5-yl)-3,4-dihydropyridine-1(2H)-carboxylate C[C@@H]1CN(C(=CC1)C=1C=CC2=C(N=C(S2)C23CN(C(CC2)C3)C)C1)C(=O)OC(C)(C)C